(3,4-dihydroxyphenyl)-1'-methyl-3'-(3,4,5-trimethoxybenzoyl)spiro[indoline-3,2'-pyrrolidin]-2-one OC=1C=C(C=CC1O)C1(C2(N(CC1)C)C(NC1=CC=CC=C12)=O)C(C1=CC(=C(C(=C1)OC)OC)OC)=O